6-((2,6-dimethyl-7-phenyl-1H-imidazo[4,5-c]pyridin-1-yl)methyl)-5-fluoropyridine-3-sulfonamide CC=1N(C2=C(C=NC(=C2C2=CC=CC=C2)C)N1)CC1=C(C=C(C=N1)S(=O)(=O)N)F